C1(CCCC1)N1C[C@@H](CCC1)NC1=C(C=C(N=N1)C1=C(C=C(C=C1)C(F)(F)F)NS(=O)(=O)C)C (R)-N-(2-(6-((1-Cyclopentylpiperidin-3-yl)amino)-5-methylpyridazin-3-yl)-5-(trifluoromethyl)phenyl)methanesulfonamide